C1(CC1)C1=C(C=C(C(=O)O)C=C1)S(NC1=C(C=CC(=C1)S(=O)(=O)C)N1C[C@@H](CCC1)F)(=O)=O (R)-4-cyclopropyl-3-(N-(2-(3-fluoropiperidin-1-yl)-5-(methylsulfonyl)phenyl)sulfamoyl)benzoic acid